2-benzyl 1-(tert-butyl) (2S)-4-(hydroxymethyl)pyrrolidine-1,2-dicarboxylate OCC1C[C@H](N(C1)C(=O)OC(C)(C)C)C(=O)OCC1=CC=CC=C1